2-((5-(pyridin-4-yl)isoxazol-3-yl)methyl)oxazole-4-carboxylic acid N1=CC=C(C=C1)C1=CC(=NO1)CC=1OC=C(N1)C(=O)O